C(C1=CC=CC=C1)S(=O)(=O)OCCOCCOCCC(=O)OC(C)(C)C tert-butyl 3-(2-(2-(toluenesulfonyloxy)ethoxy)ethoxy)propanoate